(7-(4-(tert-Butyl)phenoxy)-2-azaspiro[3.5]nonan-2-yl)((1s,3s)-3-hydroxy-3-methylcyclobutyl)methanon C(C)(C)(C)C1=CC=C(OC2CCC3(CN(C3)C(=O)C3CC(C3)(C)O)CC2)C=C1